zinc-iron-titanium phosphate P(=O)([O-])([O-])[O-].[Ti+4].[Fe+2].[Zn+2]